chromium boron phosphorus carbon [C].[P].[B].[Cr]